3-chloro-N-(3-((1s,3R)-3-(cyanomethyl)-1-(4-methyl-4H-1,2,4-triazol-3-yl)cyclobutyl)phenyl)-5-(((S)-3-methylpiperidin-1-yl)methyl)pyrazolo[1,5-a]pyridine-7-carboxamide ClC=1C=NN2C1C=C(C=C2C(=O)NC2=CC(=CC=C2)C2(CC(C2)CC#N)C2=NN=CN2C)CN2C[C@H](CCC2)C